4-(4-(6-((1-carboxy-2-phenylethyl)carbamoyl)pyridin-2-yl)-1H-1,2,3-triazol-1-yl)benzoic acid C(=O)(O)C(CC1=CC=CC=C1)NC(=O)C1=CC=CC(=N1)C=1N=NN(C1)C1=CC=C(C(=O)O)C=C1